C1N(CC12CNC2)S(=O)(=O)C2=C(C(=C(C=C2CCCCC)O)C2=C(C=CC(=C2)C)C(=C)C)O 3-((2,6-diazaspiro[3.3]heptan-2-yl)sulfonyl)-5'-methyl-4-pentyl-2'-(prop-1-en-2-yl)-[1,1'-biphenyl]-2,6-diol